ClC1=CC(=C(C=C1I)C1=C(C(=C(C(=C1F)F)F)F)F)F 4'-chloro-2,2',3,4,5,6-hexafluoro-5'-iodo-1,1'-biphenyl